tert-butyl N-[(7R)-5-(7-hydroxyheptanoyl)-5-azaspiro[2.4]heptan-7-yl]carbamate OCCCCCCC(=O)N1CC2(CC2)[C@H](C1)NC(OC(C)(C)C)=O